OC1=C2CCCN3C2=C(C=C1)C(=N3)C3C(NC(CC3)=O)=O 3-(5-hydroxy-7,8-dihydro-6H-pyrazolo[4,5,1-ij]quinolin-2-yl)piperidine-2,6-dione